4-(6-chloro-1-(2-ethyl-4-fluorophenyl)-7-fluoro-4-oxo-1,4-dihydro-quinazolin-3(2H)-yl)-3-methylpyridine 1-oxide ClC=1C=C2C(N(CN(C2=CC1F)C1=C(C=C(C=C1)F)CC)C1=C(C=[N+](C=C1)[O-])C)=O